CC1=C(C(=CC=C1)C)C1=NC(=NC(=C1)OC1=C(C=CC(=C1)C1CCN(CC1)C)F)NS(=O)(=O)C=1C=NN(C1)C N-[4-(2,6-Dimethylphenyl)-6-[2-fluoro-5-(1-methyl-4-piperidyl)phenoxy]pyrimidin-2-yl]-1-methyl-pyrazole-4-sulfonamide